7-(7-(8-Ethyl-7-fluoronaphthalen-1-yl)-8-fluoro-2-(((2R,7aS)-2-fluorotetrahydro-1H-pyrrolizin-7a(5H)-yl)methoxy)pyrido[4,3-d]pyrimidin-4-yl)-1-oxa-3,7-diazaspiro[4.5]decan-2-one C(C)C=1C(=CC=C2C=CC=C(C12)C1=C(C=2N=C(N=C(C2C=N1)N1CC2(CNC(O2)=O)CCC1)OC[C@]12CCCN2C[C@@H](C1)F)F)F